(6S)-6-[2-Chloro-3-(naphth-1-yl)-phenyl]-2-imino-6-methyl-3-[(2S,4S)-2-methyltetrahydropyran-4-yl]hexahydropyrimidin-4-one trifluoroacetic acid salt FC(C(=O)O)(F)F.ClC1=C(C=CC=C1C1=CC=CC2=CC=CC=C12)[C@@]1(CC(N(C(N1)=N)[C@@H]1C[C@@H](OCC1)C)=O)C